ClC1=NN(C(C=2C1=CN(C(C2)=O)C2(CNCC2)C(F)(F)F)=O)C 4-chloro-2-methyl-6-(3-(trifluoromethyl)pyrrolidin-3-yl)-2,6-dihydropyrido[3,4-d]pyridazine-1,7-dione